2-(decyldisulfanyl)pyridine C(CCCCCCCCC)SSC1=NC=CC=C1